CN1C=NC=C1C1=NC(=CC(=N1)C(=O)O)C1CC2(COC2)C1 2-(1-methyl-1H-imidazol-5-yl)-6-(2-oxaspiro[3.3]hept-6-yl)pyrimidine-4-carboxylic acid